4-(5,6-dimethoxypyridin-2-yl)-N-(4-methylpyridin-2-yl)thiazol-2-amine COC=1C=CC(=NC1OC)C=1N=C(SC1)NC1=NC=CC(=C1)C